4-Chloro-5-(2-[3-[4-(5-chloropyrimidin-2-yl)piperazin-1-yl]-3-oxopropoxy]ethoxy)-2,3-dihydropyridazin-3-one ClC=1C(NN=CC1OCCOCCC(=O)N1CCN(CC1)C1=NC=C(C=N1)Cl)=O